4,4,4-trifluoro-3-hydroxybutanoic acid FC(C(CC(=O)O)O)(F)F